Cl.N1=C(N=CC=C1)N[C@@H]1CC[C@@H](CC1)N (cis)-N1-(pyrimidin-2-yl)cyclohexane-1,4-diamine hydrochloride